C(C1=CC=CC=C1)OCC1=CC=C(C(=O)NC2=CC(=CC=C2)C2=NC(=C(C=C2)N)N)C=C1 4-((Benzyloxy)methyl)-N-(3-(5,6-diaminopyridin-2-yl)phenyl)benzamide